C(N)(OCCC(=O)NC1=CC(=C(C=C1)OC)OC)=O (3-((3,4-dimethoxyphenyl) amino)-3-oxopropyl) carbamate